(2R,3S,5R)-5-(6-amino-2-fluoro-9H-purin-9-yl)-2-ethynyl-2-((2-phenylacetyloxy) methyl)-tetrahydrofuran-3-yl 2-phenylacetate C1(=CC=CC=C1)CC(=O)O[C@@H]1[C@](O[C@H](C1)N1C2=NC(=NC(=C2N=C1)N)F)(COC(CC1=CC=CC=C1)=O)C#C